C(C)(C)(C)OC(=O)N(C1=CC(=NC=C1)NC(=O)C1CC1)C(=O)OC(C)(C)C N,N-di-tertbutoxycarbonyl(2-(cyclopropanecarboxamido))pyridin-4-amine